6-cyclopropyl-2-oxo-1-(4-fluorophenyl)-1,2-dihydropyridine-3-carboxamide C1(CC1)C1=CC=C(C(N1C1=CC=C(C=C1)F)=O)C(=O)N